N,N-dimethylpropanethioamide CN(C(CC)=S)C